6-(3,5-difluoroanilino)-3-methoxy-N-(1-tetrahydropyran-4-ylethyl)pyridine-2-carboxamide FC=1C=C(NC2=CC=C(C(=N2)C(=O)NC(C)C2CCOCC2)OC)C=C(C1)F